2-tert-butyldimethylsiloxycarbonyl-6-methyldiethoxysilylnorbornane O([Si](C)(C)C(C)(C)C)C(=O)C1C2C(CC(C1)C2)[Si](OCC)(OCC)C